ClC=1C=CC(=C(C1)C1=C(N=CN1)C=1N=C2C=C(C=NC2=CC1)N1C[C@H](NCC1)C(=O)O)F (2S)-4-[6-[5-(5-chloro-2-fluoro-phenyl)-1H-imidazol-4-yl]-1,5-naphthyridin-3-yl]piperazine-2-carboxylic acid